(4-((R)-2-hydroxy-3-(2-methyl-2H-tetrazol-5-yl)propoxy)phenyl)methanone O[C@@H](COC1=CC=C(C=C1)C=O)CC=1N=NN(N1)C